FC1=C(C(=CC=C1F)C1=NN=C(C=2CCCCC12)N[C@H]1CN(CCC1)C)O (R)-2,3-difluoro-6-(4-((1-methylpiperidin-3-yl)amino)-5,6,7,8-tetrahydrophthalazin-1-yl)phenol